Cyclooct-2-yn-1-yl (2-acrylamidoethyl)carbamate C(C=C)(=O)NCCNC(OC1C#CCCCCC1)=O